5-(4-((3-ethyl-5-fluoro-2-oxo-1,2,3,4-tetrahydroquinazolin-7-yl)methyl)piperazin-1-yl)-6-fluoro-N-methylpicolinamide C(C)N1C(NC2=CC(=CC(=C2C1)F)CN1CCN(CC1)C=1C=CC(=NC1F)C(=O)NC)=O